methyl-phenyl-propanediol CC(C(O)(O)C1=CC=CC=C1)C